COC1=CC=C(C=C1)CC#N p-methoxybenzyl cyanide